5-((2,5-dibromothiophene-3-yl)methylene)-1,3-diethyl-2-thioxodihydropyridine-4,6(1H,5H)-dione BrC=1SC(=CC1C=C1C(C(C(N(C1=O)CC)=S)CC)=O)Br